(5-(methoxycarbonyl)pyridin-3-yl)methyl 5-(((4-formyl-6-methoxypyridin-3-yl)oxy)methyl)nicotinate C(=O)C1=C(C=NC(=C1)OC)OCC=1C=NC=C(C(=O)OCC=2C=NC=C(C2)C(=O)OC)C1